NCC1=NC=CC(=C1F)C=1C=C2C(=NN(C2=CC1)C)COC1=C(C=CC(=C1)OC)CC(=O)OCC ethyl 2-(2-((5-(2-(aminomethyl)-3-fluoropyridin-4-yl)-1-methyl-1H-indazol-3-yl)methoxy)-4-methoxyphenyl)acetate